distearyl 3,5-di-t-butyl-4-hydroxybenzylphosphonate C(C)(C)(C)C=1C=C(CP(OCCCCCCCCCCCCCCCCCC)(OCCCCCCCCCCCCCCCCCC)=O)C=C(C1O)C(C)(C)C